({1-[2-(2,6-dioxopiperidin-3-yl)-1,3-dioxoisoindol-5-yl]piperidin-4-yl}oxy)propanoic acid O=C1NC(CCC1N1C(C2=CC=C(C=C2C1=O)N1CCC(CC1)OC(C(=O)O)C)=O)=O